BrC1=C(NC2=CC(=CC=C12)OC)CNC(=O)C1(CC1)C N-((3-bromo-6-methoxy-1H-indol-2-yl)methyl)-1-methylcyclopropane-1-carboxamide